ClC1=C(C=C(OCC(=O)NC23C[C@@H](C(CC2)(CC3)NCCN3N=C(C=C3)C)O)C=C1)F 1-[2-({(2S)-4-[2-(4-chloro-3-fluorophenoxy)acetamido]-2-hydroxybicyclo[2.2.2]octan-1-yl}amino)ethyl]-3-methyl-1H-pyrazole